(R)-1-(1-(4-Chloro-3-fluorobenzyl)-1H-benzo[d]imidazol-2-yl)piperidin-3-amin ClC1=C(C=C(CN2C(=NC3=C2C=CC=C3)N3C[C@@H](CCC3)N)C=C1)F